butyl(methyl) acrylate C(C=C)(=O)OCCCCC